tert-butyl 5-(2-[4-({[(4-chlorophenyl)methyl]amino} carbonylamino)phenyl]acetyl)-2,5-diazabicyclo[4.1.0]heptane-2-carboxylate ClC1=CC=C(C=C1)CNC(=O)NC1=CC=C(C=C1)CC(=O)N1CCN(C2CC12)C(=O)OC(C)(C)C